2-(3-butyl-7-chloro-3H-imidazo[4,5-c]pyridin-4-ylsulfanyl)butyramide C(CCC)N1C=NC2=C1C(=NC=C2Cl)SC(C(=O)N)CC